3-(5-(Hydroxymethyl)pyridin-3-yl)-3-(5-(2-(5,6,7,8-tetrahydro-1,8-naphthyridin-2-yl)ethoxy)-1H-indazol-1-yl)propanoic acid OCC=1C=C(C=NC1)C(CC(=O)O)N1N=CC2=CC(=CC=C12)OCCC1=NC=2NCCCC2C=C1